[N+](=O)([O-])C1=C(C=NC=C1)C1=CC=C(C(=O)OCC)C=C1 ethyl 4-(4-nitropyridin-3-yl)benzoate